(epsilone)-caprolactone C1(CCCCCO1)=O